tetra-vinyl-tetramethyl-cyclotetra-silazane C(=C)[SiH]1N([SiH](N([SiH](N([SiH](N1C)C=C)C)C=C)C)C=C)C